O1CCOC12CCC(CC2)C2=CC(=NN2C(C)C)C=2C=NC=C(C2)C(F)(F)F 3-[5-(1,4-dioxaspiro[4.5]decan-8-yl)-1-isopropyl-pyrazol-3-yl]-5-(trifluoromethyl)pyridine